2-butyl-4-chloro-1-[[2'-(1H-tetrazol-5-yl)[1,1'-biphenyl]-4-yl]methyl]-1H-imidazole-5-methanol, monopotassium salt [K].C(CCC)C=1N(C(=C(N1)Cl)CO)CC1=CC=C(C=C1)C1=C(C=CC=C1)C1=NN=NN1